senecioate C(C=C(C)C)(=O)[O-]